allylurethane tetraacrylate C(C=C)(=O)O.C(C=C)(=O)O.C(C=C)(=O)O.C(C=C)(=O)O.C(C=C)NC(=O)OCC